C(C(C)C)(=O)OCCCCCCCCC[C@@H](CCCC(C)C)C (10S)-10,14-Dimethylpentadecyl isobutyrate